FC1=C(C=CC(=C1)O)N1C([C@@H]2[C@H]3[C@H]4[C@@H]([C@@H]([C@@H]2C1=O)C=C3)C4)=O (3aR,4R,4aR,5aS,6S,6aS)-2-(2-Fluoro-4-hydroxyphenyl)-4,4a,5,5a,6,6a-hexahydro-4,6-ethenocyclopropa[f]isoindole-1,3(2H,3aH)-dione